2-stearoyl-sn-glycero-3-phosphoethanolamine C(CCCCCCCCCCCCCCCCC)(=O)O[C@H](CO)COP(=O)(O)OCCN